(S)-2-(benzofuran-2-carboxamido)-N6-isopropyl-N1-(1-(2-(2-adamantylamino)-2-oxoethyl)-2-oxo-1,2-dihydropyridin-3-yl)-5-oxohexanediamide O1C(=CC2=C1C=CC=C2)C(=O)N[C@H](C(=O)NC=2C(N(C=CC2)CC(=O)NC2C1CC3CC(CC2C3)C1)=O)CCC(C(=O)NC(C)C)=O